ClC=1C=CC=C2C=CC=C(C12)C1CC=2N=C(N=C(C2CO1)N1C[C@@H](NCC1)CC#N)OC[C@]12CCCN2C[C@@H](C1)F 2-((2S)-4-(7-(8-chloronaphthalen-1-yl)-2-(((2R,7aS)-2-fluorotetrahydro-1H-pyrrolizin-7a(5H)-yl)methoxy)-7,8-dihydro-5H-pyrano[4,3-d]pyrimidin-4-yl)piperazin-2-yl)acetonitrile